OOO.[Fe].[Ni] nickel-iron (hydroxyl) oxide